rac-ethyl [(3S,4R)-3-methyl-3,4-dihydro-2H-pyrano[3,2-b]pyridin-4-yl]acetate C[C@H]1[C@H](C2=NC=CC=C2OC1)CC(=O)OCC |r|